C1(CCC1)CCN1N=C(C=CC1=O)C=1C=NC(=NC1)OCC(F)(F)F 2-(2-cyclobutylethyl)-6-[2-(2,2,2-trifluoroethoxy)pyrimidin-5-yl]pyridazin-3-one